N-(1-(8-(4-(tert-butyl)phenyl)imidazo[1,2-a]pyrazin-6-yl)ethyl)acrylamide C(C)(C)(C)C1=CC=C(C=C1)C=1C=2N(C=C(N1)C(C)NC(C=C)=O)C=CN2